N1C=2C(=CC=C1)C=CC=CC2 cyclohept[1,2-b]pyridine